gluconoyl-phytosphingosine O=C([C@H](O)[C@@H](O)[C@H](O)[C@H](O)CO)C(O)[C@H](N)[C@H](O)[C@H](O)CCCCCCCCCCCCCC